C1(CC1)C=1N=NN(C1)[C@H](C(=O)N1[C@@H](C[C@H](C1)O)C(=O)N[C@@H]1C[C@H](C12CCC2)N2CCOCC2)C(C)(C)C (2S,4r)-1-[(2S)-2-(4-cyclopropyl-triazol-1-yl)-3,3-dimethyl-butyryl]-4-hydroxy-N-[(1r,3r)-3-morpholinospiro[3.3]heptane-1-yl]pyrrolidine-2-carboxamide